C(=O)(O)C(C)NCCC[Si](O)(O)O N-(1-carboxy)ethyl-3-aminopropyl-silanetriol